N(N)C(NN)=NCCCC(=O)O 4-[(dihydrazinylmethylidene)amino]butanoic acid